C=CC=CCCCCCCCCC(CCCCC)OCCCCOCOCOCCCCOC(CCCCCCCCC=CC=C)CCCCC 13-octadecadienoxybutyloxymethyl ether